(2,7-di-tert-butyl-fluorenyl)-tert-butylamino-dimethyl-titanium C(C)(C)(C)C1=C(C=2CC3=CC(=CC=C3C2C=C1)C(C)(C)C)[Ti](C)(C)NC(C)(C)C